bis(2-chloroethyl)-2-chloroethylphosphonate ClCCOP(OCCCl)(=O)CCCl